C(C)C1=NC2=CC=C(C(=C2NC1=O)F)CN1CCN(CC1)C=1C=CC(=NC1C)C(=O)N 5-[4-[(2-Ethyl-5-fluoro-3-oxo-4H-quinoxalin-6-yl)methyl]piperazin-1-yl]-6-methyl-pyridine-2-carboxamide